[P].OC(CC(=O)O)(O)O trihydroxypropionic acid phosphorus